C(O)C(CO)(COCC(COCC(CO)(C)CO)(C)CO)C 2,6,10-trimethylol-2,6,10-trimethyl-4,8-dioxa-1,11-undecanediol